4-(2-(5-Fluoropyridin-2-yl)-6,6-dimethyl-6,7-dihydro-4H-pyrazolo[5,1-c][1,4]oxazin-3-yl)-1-((2-(trimethylsilyl)ethoxy)methyl)-1H-pyrazolo[3,4-b]pyridine 7-oxide FC=1C=CC(=NC1)C1=NN2C(COC(C2)(C)C)=C1C1=C2C(=[N+](C=C1)[O-])N(N=C2)COCC[Si](C)(C)C